Benzyl 2-acetamido-3,6-di-O-benzyl-2-deoxy-α-D-xylo-hexopyranosid-4-ulose C(C)(=O)N[C@H]1[C@@H](OCC2=CC=CC=C2)O[C@@H](C([C@@H]1OCC1=CC=CC=C1)=O)COCC1=CC=CC=C1